C(C1=CC=CC=C1)OCC(=O)Cl 2-benzyloxyacetyl chloride